CC1=NC2=C(C=CC(=C2C=C1)CN1CCOCC1)O 2-methyl-5-(morpholinomethyl)quinolin-8-ol